CC(=CCC=1C(=C(C(=O)NS(=O)(=O)C2=CC=CC=C2)C(=CC1O)CCCCC)O)CCC=C(C)C 3-(3,7-dimethylocta-2,6-dien-1-yl)-2,4-dihydroxy-6-pentyl-N-(phenylsulfonyl)benzamide